ClC1=CC=C(C=C1)C=1C=C(C(N(N1)C1=CC(=NN1)C)=O)C(=O)O 6-(4-chlorophenyl)-2-(3-methyl-1H-pyrazol-5-yl)-3-oxo-2,3-dihydropyridazine-4-carboxylic acid